N,N'-2,4-tolylenebismaleimide CC1=C(C=C(C=C1)N1C(C=CC1=O)=O)N1C(C=CC1=O)=O